NC1=CC=C2CN(C(C2=C1)=O)[C@@H]1C[C@@H](CCC1)NC1=NC=C(C=N1)C1=CC=C(C=C1)OC 6-amino-2-((1S,3R)-3-((5-(4-methoxyphenyl)pyrimidin-2-yl)amino)cyclohexyl)isoindolin-1-one